C(C)N1C2=C(C=CC1=O)NC=C2C2=NC(=NC(=C2)OC2CCC(CC2)C(F)(F)F)C 4-ethyl-3-(2-methyl-6-{[(1r,4r)-4-(trifluoromethyl)cyclohexyl]oxy}pyrimidin-4-yl)-1H,4H,5H-pyrrolo[3,2-b]pyridin-5-one